2,4-diaminohexadecyl-benzene NC(CC1=CC=CC=C1)CC(CCCCCCCCCCCC)N